(E)-β-bromostyrene Br\C=C\C1=CC=CC=C1